BrC=1C=C(C=C(C1)F)CC1=NN=CN1C 3-[(3-bromo-5-fluoro-phenyl)methyl]-4-methyl-1,2,4-triazole